cyclopentyl (3,3,3-trifluoropropyl)carbamate FC(CCNC(OC1CCCC1)=O)(F)F